ClC1=C(C(=O)P(OCC)=O)C(=CC=C1)Cl 2,6-dichlorobenzoylethoxyphosphine oxide